CN(C1CC(C1)OC1=C(C=C(N)C=C1)OC)C 4-((1r,3r)-3-(dimethylamino)cyclobutoxy)-3-methoxyaniline